OC1=CC(=C(C(=O)[O-])C(=C1)CCCCCCCCCCCCCCC)OCCCCCCCC 4-hydroxy-2-(octyloxy)-6-pentadecylbenzoate